2-(2-Chloro-5-(2-hydroxypropan-2-yl)-8-oxothieno[2',3':4,5]pyrrolo[1,2-d][1,2,4]triazin-7(8H)-yl)-N-((1R,3R)-3-hydroxy-3-methyl-cyclohexyl)acetamide ClC1=CC2=C(C=C3N2C(=NN(C3=O)CC(=O)N[C@H]3C[C@](CCC3)(C)O)C(C)(C)O)S1